C1(=CC=CC=C1)C=1C=C(C2=CC=CC=C2C1)N1[13C](=CC2=CC=CC=C12)C1CCCCC1 N-(3-phenylnaphthyl)-2-(cyclohexyl)-indole-13C